exo-tert-butyl 2-(2-bromo-6-chloropyridin-4-yl)-3-oxa-8-azabicyclo[3.2.1]octane-8-carboxylate BrC1=NC(=CC(=C1)C1C2CCC(CO1)N2C(=O)OC(C)(C)C)Cl